6-(2-methoxy-4,6-dimethyl-phenyl)-3-methylsulfonyl-1,2,4-triazine COC1=C(C(=CC(=C1)C)C)C1=CN=C(N=N1)S(=O)(=O)C